tert-butyl-4-((1-(chloromethyl)cyclopropyl)methyl)piperazine C(C)(C)(C)N1CCN(CC1)CC1(CC1)CCl